ammonium dodecyl Alcohol C(CCCCCCCCCCC)O.[NH4+]